ClC=1C=C2[C@](N(C(NC2=CC1CN1C=NC=CC1=O)=O)C)(C(F)(F)F)C#CC1CC1 (S)-6-chloro-4-(cyclopropylethynyl)-3-methyl-7-((6-oxopyrimidin-1(6H)-yl)methyl)-4-(trifluoromethyl)-3,4-dihydroquinazolin-2(1H)-one